OCN=C(N)C1=NC=CC=C1 N'-hydroxymethylpyridineformamidine